CN1N=CC(=C1)[C@H]1CC[C@H](CC1)OC[C@@H]1NCCC[C@@H]1NS(=O)(=O)C N-(cis-2-(((cis-4-(1-methyl-1H-pyrazol-4-yl)cyclohexyl)oxy)methyl)piperidin-3-yl)methanesulfonamide